C(CCCCCCCC)N nonane-amine